2-[1-(Difluoromethyl)-1H-pyrazol-4-yl]-N-[(dimethylamino)methylene]-5-nitrobenzenesulfonamide FC(N1N=CC(=C1)C1=C(C=C(C=C1)[N+](=O)[O-])S(=O)(=O)N=CN(C)C)F